C1(=CC(=CC(=C1)C1=CC=C(C(=O)O)C=C1)C1=CC=C(C(=O)O)C=C1)C1=CC=C(C(=O)O)C=C1 4,4',4''-benzene-1,3,5-triyl-tri-benzoic acid